Br.S(O)(O)(=O)=O sulfuric acid, hydrobromide